ClC=1C(=NC(=NC1C(F)(F)F)SC)N1CC(C1)OCC(=O)N1CCN(CC1)C(=O)OC(C)(C)C Tert-butyl 4-(2-((1-(5-chloro-2-(methylthio)-6-(trifluoromethyl)pyrimidin-4-yl)azetidin-3-yl)oxy)acetyl)piperazin-1-carboxylate